FC(C1=C(C=CC(=C1)C(F)(F)F)C(C)N1N=CC(=C1)NC(=O)C1=CC=C(C=N1)C1=NC=CC=C1)(F)F N-(1-(1-(2,4-bis(trifluoromethyl)phenyl)ethyl)-1H-pyrazol-4-yl)-[2,3'-bipyridine]-6'-carboxamide